COC1=C(C=C2CCCC2=C1)O The molecule is a member of the class of indanes that is indan-5-ol substituted by a methoxy group at position 6. It is a member of indanes, an aromatic ether and a member of phenols. It derives from an indan-5-ol.